COC(C1=CC=C(C=C1)N1CCC(CC1)OC1=C(C=CC=C1)Cl)=O.ClC1=C(OC2CCN(CC2)C2=CC=C(C(=O)NN)C=C2)C=CC=C1 4-(4-(2-chlorophenoxy)piperidin-1-yl)benzohydrazide Methyl-4-(4-(2-chlorophenoxy)piperidin-1-yl)benzoate